[Ir].C1(=CC=CC=2C3=CC=CC=C3CC12)C=1C(=NC2=CC=CC=C2C1)C1=CC=CC=C1 fluorenyl-phenylquinoline iridium